4-Cyclopropyl-N-((S)-(4,4-difluorocyclohexyl)(7-(((S*)-5-fluoro-5-methyl-2-oxotetrahydropyrimidin-1(2H)-yl)methyl)imidazo[1,2-b]pyridazin-2-yl)methyl)-1,2,5-oxadiazole-3-carboxamide C1(CC1)C=1C(=NON1)C(=O)N[C@H](C=1N=C2N(N=CC(=C2)CN2C(NC[C@](C2)(C)F)=O)C1)C1CCC(CC1)(F)F |o1:25|